3-Methyl-8-(3-(1-(2-methylpyridin-4-yl)-1H-pyrazol-4-yl)-1H-pyrazolo[4,3-d]pyrimidin-5-yl)-3,8-diazabicyclo[3.2.1]octan-2-one CN1C(C2CCC(C1)N2C=2N=CC1=C(N2)C(=NN1)C=1C=NN(C1)C1=CC(=NC=C1)C)=O